BrC1=NC(=C(C2=C1CC(C2)CO)C)OCC2(CC2)NC(OC(C)(C)C)=O tert-Butyl N-[1-[[1-bromo-6-(hydroxymethyl)-4-methyl-6,7-dihydro-5H-cyclopenta[c]pyridin-3-yl]oxymethyl]cyclopropyl]carbamate